[Y+2].C1(=CC=CC=C1)[O-].C1(=CC=CC=C1)[O-] bisphenolate yttrium